C(C1=CC=CC=C1)(=O)OC1=C(C=CC(=C1)N)N 2-benzoyloxy-1,4-phenylenediamine